ClC=1SC2=C(C=NC=C2)N1 2-chlorothiazolo[4,5-c]pyridine